OC=1C=C(C=C(C(=O)O)C1)C(=O)O.[La] Lanthanum 5-hydroxyisophthalic acid